C(N)(OCCS(=O)(=O)C1=CC=C(C=C1)C(F)(F)F)=O 2-(4-trifluoromethylphenylsulfonyl)ethyl carbamate